NC1CCC(CC1)CC1(C(C=C(C=C1)NC(C)(C)C)C)N 1-(((1r,4r)-4-aminocyclohexyl)methyl)-N4-(tert-butyl)-2-methylbenzene-1,4-diamine